ClC=1C=NC(=C(C(=O)NC2CCC(CC2)CN2C(C(C3=C(C=CC=C23)OC)(O)C2=NC=C(C=C2)Cl)=O)C1)C(F)F 5-chloro-N-((1r,4r)-4-((3-(5-chloropyridin-2-yl)-3-hydroxy-4-methoxy-2-oxoindolin-1-yl)methyl)cyclohexyl)-2-(difluoromethyl)nicotinamide